C(C)(C)(C)OC(=O)N1[C@@H](C[C@@H](CC1)CC=O)C1=CC=CC=C1 |r| rac-(2s,4r)-4-(2-oxoethyl)-2-phenyl-piperidine-1-carboxylic acid tert-butyl ester